BrC=1C=C(C=CC1)[C@]1(COCC1)N |r| (±)-3-(3-Bromophenyl)tetrahydrofuran-3-amine